tert-butyl 2-[6-[3-[[ethyl(methyl)sulfamoyl]amino]-2,6-difluoro-benzoyl]-4-oxo-quinazolin-3-yl]-7-azaspiro[3.5]nonane-7-carboxylate C(C)N(S(=O)(=O)NC=1C(=C(C(=O)C=2C=C3C(N(C=NC3=CC2)C2CC3(C2)CCN(CC3)C(=O)OC(C)(C)C)=O)C(=CC1)F)F)C